(S)-quinuclidin-3-yl (7-(isoquinolin-4-yl)-3,3-dimethylchroman-4-yl)carbamate C1=NC=C(C2=CC=CC=C12)C1=CC=C2C(C(COC2=C1)(C)C)NC(O[C@@H]1CN2CCC1CC2)=O